3-(3-(3-carboxyphenoxy)azetidin-1-yl)-2-aminobenzoic acid C(=O)(O)C=1C=C(OC2CN(C2)C=2C(=C(C(=O)O)C=CC2)N)C=CC1